Tert-butyl 6-((5-(1-methoxy-3-methyl-1-oxobutan-2-yl)isoxazol-3-yl)oxy)hexanoate COC(C(C(C)C)C1=CC(=NO1)OCCCCCC(=O)OC(C)(C)C)=O